Methyl 2β-fluoro-7α-methoxymethoxyl-3-oxo-5β-cholanoate F[C@@H]1C(C[C@H]2C[C@H]([C@H]3[C@@H]4CC[C@H]([C@@H](CCC(=O)OC)C)[C@]4(CC[C@@H]3[C@]2(C1)C)C)OCOC)=O